tert-butyl 7-(7-((tert-butoxycarbonyl)(4-(pyridin-2-yl)benzyl)amino)-3-cyclopropylpyrazolo[1,5-a]pyrimidin-5-yl)-4,7-diazaspiro[2.5]octane-4-carboxylate C(C)(C)(C)OC(=O)N(C1=CC(=NC=2N1N=CC2C2CC2)N2CCN(C1(CC1)C2)C(=O)OC(C)(C)C)CC2=CC=C(C=C2)C2=NC=CC=C2